FC=1C=C(C=C(C1)C(F)(F)F)C1=NC2=C(N1)C=CC(=C2)NC(=O)C=2C=NOC2C N-(2-(3-fluoro-5-(trifluoromethyl)phenyl)-1H-benz[d]imidazol-5-yl)-5-methylisoxazole-4-carboxamide